C(F)(Cl)(Cl)Cl The molecule is a one-carbon compound that is methane in which the hydrogens have been replaced by three chlorine and one fluorine atom. It has a role as a refrigerant and an environmental contaminant. It is a halomethane and a chlorofluorocarbon.